C(CCCCC(C)C)/C(/C(=O)[O-])=C/C(=O)[O-].C(CCCCC(C)C)/C(/C(=O)[O-])=C/C(=O)[O-].C(CC)[Sn+4]CCC dipropyltin bis(isooctylmaleate)